OC=1C(=CC=2C(C3=CC=CC=C3C(C2C1O)=O)=O)NS(=O)(=O)C=1SC=CC1 N-(3,4-dihydroxy-9,10-dioxo-9,10-dihydroanthracen-2-yl)thiophene-2-sulfonamide